3-((4,4-bis(octyloxy)butanoyl)oxy)-2-((((4-(diethylamino)butoxy)carbonyl)oxy)methyl)propyl (9Z,12Z)-octadeca-9,12-dienoate C(CCCCCCC\C=C/C\C=C/CCCCC)(=O)OCC(COC(CCC(OCCCCCCCC)OCCCCCCCC)=O)COC(=O)OCCCCN(CC)CC